4-(3-(4-chlorophenoxy)benzyl)-N-hydroxy-3-oxo-3,4-dihydro-2H-benzo[b][1,4]oxazine-6-carboxamide ClC1=CC=C(OC=2C=C(CN3C4=C(OCC3=O)C=CC(=C4)C(=O)NO)C=CC2)C=C1